CC1=CC=C(C=C1)S(=O)(=O)O.CC1=CC=C(C=C1)S(=O)(=O)O.FCCCN1CC(C1)N 1-(3-fluoropropyl)azetidine-3-amine bis-p-toluenesulfonate